tert-butyl 4-([2,5-bis[4-(pyrrolidin-1-yl) piperidine-1-carbonyl]phenyl]amino)benzoate N1(CCCC1)C1CCN(CC1)C(=O)C1=C(C=C(C=C1)C(=O)N1CCC(CC1)N1CCCC1)NC1=CC=C(C(=O)OC(C)(C)C)C=C1